N-hydroxy-4-(2-oxo-2-(4-(((2-phenylcyclopropyl)amino)methyl)piperidin-1-yl)ethyl)benzamide TFA Salt OC(=O)C(F)(F)F.ONC(C1=CC=C(C=C1)CC(N1CCC(CC1)CNC1C(C1)C1=CC=CC=C1)=O)=O